CC1=C(SC2=C1N=NC=C2NCC=2SC=CC2)CO (7-methyl-4-{[(thiophen-2-yl)methyl]amino}thieno[3,2-c]pyridazin-6-yl)methanol